N[C@@](C([2H])([2H])N[C@H](COC)C1=CC=2N(N=C1)C=C(N2)[C@H](COC(C(F)(F)F)(C)C)NC(OC(C)(C)C)=O)(C(F)(F)F)[2H] tert-Butyl ((R)-1-(7-((S)-1-(((S)-2-amino-3,3,3-trifluoropropyl-1,1,2-d3)amino)-2-methoxyethyl)imidazo[1,2-b]pyridazin-2-yl)-2-((1,1,1-trifluoro-2-methylpropan-2-yl)oxy)ethyl)carbamate